CNC(C(CCC(C(=O)N)NC(=O)C=1OC2=C(C1C)C=CC=C2)=O)=O N6-methyl-2-(3-methylbenzofuran-2-carboxamido)-5-oxohexanediamide